Br\C(=C(\C(CF)F)/F)\F Z-1-bromo-1,2,3,4-tetrafluorobut-1-ene